nonylphenol propoxyacrylate C(CC)OC(C(=O)OC1=C(C=CC=C1)CCCCCCCCC)=C